FC(C1=C(C=CC(=C1)F)C(C)N1C[C@@H](N(C[C@H]1C)C=1C=2C(N(C(C1)=O)C)=CN(N2)CC#N)C)F 2-(7-((2S,5R)-4-(1-(2-(difluoromethyl)-4-fluorophenyl)ethyl)-2,5-dimethylpiperazin-1-yl)-4-methyl-5-oxo-4,5-dihydro-2H-pyrazolo[4,3-b]pyridin-2-yl)acetonitrile